NC=1N=C(C(=C2C=C(N=CC12)N)Br)C=1C=NC=CC1C N-[8-amino-5-bromo-6-(4-methylpyridin-3-yl)-2,7-naphthyridin-3-yl]amine